6-((2R,3R)-3-aminotetrahydro-2H-pyran-2-yl)-7-bromo-2-chloro-N-(furan-2-ylmethyl)thieno[3,2-d]pyrimidin-4-amine N[C@H]1[C@@H](OCCC1)C1=C(C=2N=C(N=C(C2S1)NCC=1OC=CC1)Cl)Br